FC1(C(C(C(C(C1(F)F)(C(F)(F)F)F)(F)F)(C(F)(F)F)F)(F)F)C(F)(F)F perfluoro(1,3,5-trimethylcyclohexane)